DEHYDROZINGERONE COC1C=C(/C=C/C(C)=O)C=CC=1O